4-chloro-7-(3-chlorophenyl)-5-iodo-7H-pyrrolo[2,3-d]pyrimidine ClC=1C2=C(N=CN1)N(C=C2I)C2=CC(=CC=C2)Cl